COC1=CC=C2C=NN(C2=C1N(S(=O)(=O)C=1C=NC(=CC1)C=1NN=C(N1)C)COCC[Si](C)(C)C)C N-(6-methoxy-1-methylindazol-7-yl)-6-(5-methyl-2H-1,2,4-triazol-3-yl)-N-{[2-(trimethylsilyl)ethoxy]methyl}pyridine-3-sulfonamide